(R,S)-4-((3-((Diphenylmethylene)amino)pyridin-4-yl)((4-oxochroman-7-yl)oxy)methyl)benzonitrile C1(=CC=CC=C1)C(C1=CC=CC=C1)=NC=1C=NC=CC1[C@@H](C1=CC=C(C#N)C=C1)OC1=CC=C2C(CCOC2=C1)=O